5,5-difluoro-1-methoxy-N-methyl-1-oxohexan-2-aminium 2,2,2-trifluoroacetate FC(C(=O)[O-])(F)F.FC(CCC(C(=O)OC)[NH2+]C)(C)F